2-bromoisobutyric acid BrC(C(=O)O)(C)C